FC(C(=O)O)(F)F.FC1=C(C=CC(=C1)F)S(=O)(=O)NC=1C(=NC=C(C1)C=1C=C2C(=CN=CC2=CC1)N1CCNCC1)OC 2,4-Difluoro-N-(2-methoxy-5-(4-(piperazin-1-yl)isoquinolin-6-yl)pyridin-3-yl)benzenesulfonamide trifluoroacetate